p-diaminobiphenyl-3,3'-dicarboxylic acid NC1(CC(=C(C=C1)N)C(=O)O)C1=CC(=CC=C1)C(=O)O